glycerol 1-monocaprate C(=O)(CCCCCCCCC)OCC(O)CO